2-methyl-N-((R)-1-(4-(2-((2-(trimethylsilyl)ethoxy)methyl)-2H-1,2,3-triazol-4-yl)thiophen-2-yl)ethyl)propane-2-sulfinamide CC(C)(C)S(=O)N[C@H](C)C=1SC=C(C1)C1=NN(N=C1)COCC[Si](C)(C)C